bis[di-t-butyl-(4-dimethylaminophenyl)phosphino]palladium (II) C(C)(C)(C)P(C1=CC=C(C=C1)N(C)C)(C(C)(C)C)[Pd]P(C(C)(C)C)(C(C)(C)C)C1=CC=C(C=C1)N(C)C